tert-butyl (3aS,10aR)-8-((4-fluoro-3-methylphenyl)carbamoyl)-7-methyl-3a,4,10,10a-tetrahydro-1H,7H-dipyrrolo[3,4-b:3',4'-f][1,4,5]oxathiazocine-2(3H)-carboxylate 5,5-dioxide FC1=C(C=C(C=C1)NC(=O)C=1N(C=C2C1OC[C@H]1[C@H](NS2(=O)=O)CN(C1)C(=O)OC(C)(C)C)C)C